3-(4-(4,4,5,5-tetramethyl-1,3,2-dioxaborolan-2-yl)phenyl)urea CC1(OB(OC1(C)C)C1=CC=C(C=C1)NC(N)=O)C